C(C)(C)(C)OC(=O)N[C@H](CC(C(=O)O)(C)C)CC1=CC=C(C=C1)F (4S)-4-{[(tert-Butoxy)carbonyl]amino}-5-(4-fluorophenyl)-2,2-dimethylpentanoic acid